2-(dimethylamino)ethyl (trans-4-((tert-butoxycarbonyl)amino)cyclohexyl)(5-(2-methoxypyrimidin-5-yl)pyridin-2-yl)carbamate C(C)(C)(C)OC(=O)N[C@@H]1CC[C@H](CC1)N(C(OCCN(C)C)=O)C1=NC=C(C=C1)C=1C=NC(=NC1)OC